C1(CCC1)C1=CC=2C(=C3N(CCN(C3)C(CCOCC3NCC3)=O)C2N=C1)F 2-((3-(3-cyclobutyl-5-fluoro-8,9-dihydropyrido[3',2':4,5]pyrrolo[1,2-a]pyrazin-7(6H)-yl)-3-oxopropoxy)methyl)azetidin